CN(CCN1C(=NC2=C1C=CC(=C2)NC2=NC=C(C(=N2)C2=CNC1=C(C=CC=C21)C)C(F)(F)F)C)C 1-(2-(dimethylamino)ethyl)-2-methyl-N-(4-(7-methyl-1H-indol-3-yl)-5-(trifluoromethyl)pyrimidin-2-yl)-1H-benzo[d]imidazol-5-amine